C(C)(C)(C)OC(=O)N1CCC2(CC1)CC=C(CC2)C2=C(C1=C(N=CN=C1N)N2C)C2=CC=C(C=C2)OC 9-(4-amino-5-(4-methoxyphenyl)-7-methyl-7H-pyrrolo[2,3-d]pyrimidin-6-yl)-3-azaspiro[5.5]undec-8-ene-3-carboxylic acid tert-butyl ester